(R)-N-(1-(7-cyano-2-(1-methyl-1H-pyrazol-4-yl)-1H-indol-4-yl)piperidin-3-yl)-4-(difluoromethyl)benzamide C(#N)C=1C=CC(=C2C=C(NC12)C=1C=NN(C1)C)N1C[C@@H](CCC1)NC(C1=CC=C(C=C1)C(F)F)=O